3-(trifluoromethoxy)benzamidine FC(OC=1C=C(C(=N)N)C=CC1)(F)F